ClC=1C(=C2C=NNC2=CC1C)C=1C2=C(C=3C=NC(=NC3C1F)OC[C@]13CCCN3C[C@@H](C1)F)C=C(O2)C 6-(5-chloro-6-methyl-1H-indazol-4-yl)-5-fluoro-3-(((2R,7aS)-2-fluorotetrahydro-1H-pyrrolizin-7a(5H)-yl)methoxy)-8-methylfuro[3,2-f]quinazoline